2-[(R)-amino[1-(pyridine-4-carbonyl)piperidin-4-yl]methyl]-4-chloro-5-methylphenol N[C@@H](C1=C(C=C(C(=C1)Cl)C)O)C1CCN(CC1)C(=O)C1=CC=NC=C1